(E)-trifluoro(3-(4-fluorostyryl)-5-methoxyphenyl)-borane, Potassium Salt [K].FC1=C(C(=C(C(=C1B)F)\C=C\C1=CC=C(C=C1)F)F)OC